(R)-N-(2-fluoro-3-hydroxy-3-methylbutyl)-4-(isopropylamino)-6-(isoxazol-4-yl)pyrrolo[1,2-b]pyridazine-3-carboxamide F[C@H](CNC(=O)C1=C(C=2N(N=C1)C=C(C2)C=2C=NOC2)NC(C)C)C(C)(C)O